COC(C(CC=C)(C)N(C)C)=O 2-(dimethylamino)-2-methylpent-4-enoic acid methyl ester